ClC(C(=O)[O-])C(=O)[O-] 2-chloro-malonate